ClC1=C(C(=CC=C1)Cl)N1C=CC2=CC=CC=C12 N-(2,6-dichlorophenyl)indole